2-[4-({[(1R,2E)-Cyclooct-2-en-1-yloxy]carbonyl}(methyl)amino)phenyl]-2-hydroxyacetic acid [C@@H]1(\C=C\CCCCC1)OC(=O)N(C1=CC=C(C=C1)C(C(=O)O)O)C